C(C)(C)(C)OC(=O)N1CCN(CC1)C=1C=NC(=CC1)C(N[C@H]1[C@H](C1)F)=O tert-butyl-4-(6-(((1R,2S)-2-fluorocyclopropyl)carbamoyl)pyridin-3-yl)piperazine-1-carboxylate